4-bromobenzyl butyl ether C(CCC)OCC1=CC=C(C=C1)Br